5-benzyl-2-(3-(2-cyano-2-(6-methoxy-3H-imidazo[4,5-c]pyridin-2-yl)vinyl)-2,5-dimethyl-1H-pyrrol-1-yl)thiophene-3-carbonitrile C(C1=CC=CC=C1)C1=CC(=C(S1)N1C(=C(C=C1C)C=C(C1=NC2=C(C=NC(=C2)OC)N1)C#N)C)C#N